ClC=1N=CC=2OCCN(C2N1)C(=O)OC(C)(C)C tert-butyl 2-chloro-6,7-dihydro-8H-pyrimido[5,4-b][1,4]oxazine-8-carboxylate